2-methylpropane-1,2,3-tricarboxylic acid CC(CC(=O)O)(CC(=O)O)C(=O)O